4-[4-(4-pentylphenyl)phenyl]benzonitrile C(CCCC)C1=CC=C(C=C1)C1=CC=C(C=C1)C1=CC=C(C#N)C=C1